methyl 3-(9-((4-(((tert-butoxycarbonyl)amino)methyl)-2,6-dimethylphenyl)carbamoyl)-4,5-dihydrobenzo[b]thieno[2,3-d]oxepin-8-yl)-6-(cycloheptylcarbamoyl)picolinate C(C)(C)(C)OC(=O)NCC1=CC(=C(C(=C1)C)NC(=O)C1=CC2=C(OCCC3=C2SC=C3)C=C1C=1C(=NC(=CC1)C(NC1CCCCCC1)=O)C(=O)OC)C